(2E)-N-isopropyldodec-2-en-1-imine oxide C(C)(C)[N+](=C\C=C\CCCCCCCCC)[O-]